OCCN(CCO)CCCCCCCCCCCC N,N-di(2-hydroxyethyl)dodecylamine